C=C1CC/C=C(\C)CC[C@@H]2[C@@H]1CC2(C)C trans-β-Caryophyllene